NC1=NC=2C=NC(=CC2C2=C1C(=NN2)C)C(=O)N([C@@H]2COC1=C2C=CC(=C1)C(F)(F)F)C 4-amino-N,3-dimethyl-N-((3S)-6-(trifluoromethyl)-2,3-dihydro-1-benzofuran-3-yl)-1H-pyrazolo[4,3-c][1,7]naphthyridine-8-carboxamide